4-(3-(3-methoxypyridin-4-yl)pyrazolo[1,5-a]pyrimidin-5-yl)piperazine-1-carboxylic acid isopropyl ester C(C)(C)OC(=O)N1CCN(CC1)C1=NC=2N(C=C1)N=CC2C2=C(C=NC=C2)OC